[N+](=O)([O-])C1=C(C=CC(=C1)[N+](=O)[O-])S(=O)(=O)N 2,4-Dinitrobenzenesulfonamide